CC1=C2C=CC(=C(C2=CC=C1)C(=O)O)[O-] The molecule is a member of the class of naphthoates that is 1-naphthoate substituted at positions 2 and 5 by hydroxy and methyl groups respectively; major species at pH 7.3. It has a role as a bacterial metabolite. It is a conjugate base of a 2-hydroxy-5-methyl-1-naphthoic acid.